C1(=CC=CC=C1)[C@@H]1CCN2N=C(N=C21)C(=O)N[C@H]2CCC1=C(N(C2=O)C)C=CC=N1 (7S)-7-phenyl-N-[(7S)-5-methyl-6-oxo-8,9-dihydro-7H-pyrido[3,2-b]azepin-7-yl]-6,7-dihydro-5H-pyrrolo[1,2-b][1,2,4]triazole-2-carboxamide